ethyltin trichloride C(C)[Sn](Cl)(Cl)Cl